C(N1C(N(C2=C1C=NC(=C2)NC2=NC(=CC=C2)N2N=CC(=C2)C(F)(F)F)[C@H]2C[C@@H](CC2)NC(OC)=O)=O)([2H])([2H])[2H] Methyl ((1R,3R)-3-(3-(methyl-d3)-2-oxo-6-((6-(4-(trifluoromethyl)-1H-pyrazol-1-yl)pyridin-2-yl)amino)-2,3-dihydro-1H-imidazo[4,5-c]pyridin-1-yl)cyclopentyl)carbamate